cyclopentyl-7-morpholino-5-(3-phenylpyrazol-1-yl)pyrazolo[1,5-a]pyrimidine-2-carboxamide C1(CCCC1)C=1C(=NN2C1N=C(C=C2N2CCOCC2)N2N=C(C=C2)C2=CC=CC=C2)C(=O)N